C1(CC1)OC1=C2CCN(CC2=CC(=C1)[N+](=O)[O-])C 5-Cyclopropoxy-2-methyl-7-nitro-1,2,3,4-tetrahydroisoquinoline